N[C@@H](C)C(=O)O.NC(CC)C1=NC=CN1CCCC 1-aminopropyl-3-butylimidazole L-alanine salt